bromo(cyclopropylmethyl)magnesium Br[Mg]CC1CC1